5-fluoro-2-(3-(1-((4-hydroxycyclohexyl)methyl)piperidin-4-yl)-1H-pyrrolo[2,3-c]pyridin-1-yl)-N-isopropyl-N-methylbenzamide FC=1C=CC(=C(C(=O)N(C)C(C)C)C1)N1C=C(C=2C1=CN=CC2)C2CCN(CC2)CC2CCC(CC2)O